C(#N)C1=CC=C(C=C1)N(N=C(C1=NC(=NC=C1C1=C(C=CC=C1)Cl)NC1=CC=C(C=C1)C#N)C1=NC(=NC=C1C1=C(C=CC=C1)Cl)NC1=CC=C(C=C1)C#N)C(=O)N 2-chlorophenyl-2-(4-cyanophenylamino)-pyrimidin-4-ylketone-N-(4-cyanophenyl) semicarbazone